1-[2-Ethenyl-4-(trifluoromethyl)phenyl]ethan-1-one C(=C)C1=C(C=CC(=C1)C(F)(F)F)C(C)=O